4-(3-Methyl-2-butenyl)-5-phenethylbenzene-1,3-diol CC(=CCC1=C(C=C(C=C1CCC1=CC=CC=C1)O)O)C